C[C@]12CCC(=O)C[C@H]1CC[C@@H]3[C@@H]2C(=O)C[C@]4([C@H]3CC[C@@]4(C(=O)CO)O)C The molecule is a 4,5-dihydrocortisone that has beta- configuration at position 5. It is a 3-oxo-5beta-steroid, a primary alpha-hydroxy ketone, a tertiary alpha-hydroxy ketone and a 4,5-dihydrocortisone.